3-(((1,3-dimethylazetidin-3-yl)carbamoyl)oxy)propane-1,2-diyl distearate C(CCCCCCCCCCCCCCCCC)(=O)OCC(COC(NC1(CN(C1)C)C)=O)OC(CCCCCCCCCCCCCCCCC)=O